3,4-dihydroxyphenylethyl methacrylate C(C(=C)C)(=O)OCCC1=CC(=C(C=C1)O)O